N-(3-amino-4-iodo-1H-indazol-5-yl)-3-fluoro-5-(trifluoromethyl)benzamide NC1=NNC2=CC=C(C(=C12)I)NC(C1=CC(=CC(=C1)C(F)(F)F)F)=O